1-(2,2-diphenyltetrahydrofuran-3-yl)-N-methyl-methanamine hydrochloride Cl.C1(=CC=CC=C1)C1(OCCC1CNC)C1=CC=CC=C1